FC=1C(=NC=CC1)NS(NC)(=O)=O 3-fluoro-2-(methylsulfamoylamino)pyridine